FC(C=1C=CC(=C2C=CC=NC12)N[C@@H]1CN(CC1)CC(=O)N1[C@@H](CCC1)C#N)(F)F (2S)-1-[2-[(3S)-3-[[8-(trifluoromethyl)-5-quinolinyl]amino]pyrrolidin-1-yl]acetyl]pyrrolidine-2-carbonitrile